(3S,4S)-8-(3-((3,5-difluorophenyl)ethynyl)-5-(fluoromethyl)-1H-pyrazolo[3,4-b]pyrazin-6-yl)-3-methyl-2-oxa-8-azaspiro[4.5]decan-4-amine FC=1C=C(C=C(C1)F)C#CC1=NNC2=NC(=C(N=C21)CF)N2CCC1([C@@H]([C@@H](OC1)C)N)CC2